ClC(COC)C1=CC=C(N=N1)NC(OC(C)(C)C)=O tert-butyl (6-(1-chloro-2-methoxyethyl)pyridazin-3-yl)carbamate